(E)-3-(phenylsulfonyl)-1-(p-bromophenyl)-2-propen-1-one C1(=CC=CC=C1)S(=O)(=O)/C=C/C(=O)C1=CC=C(C=C1)Br